tert-butyl (3-(3-(4-(aminomethyl)-2,6-difluorophenyl) Isoxazol-5-yl)-5-(4-(isopropylsulfonyl)phenyl)pyrazin-2-yl)carbamate NCC1=CC(=C(C(=C1)F)C1=NOC(=C1)C=1C(=NC=C(N1)C1=CC=C(C=C1)S(=O)(=O)C(C)C)NC(OC(C)(C)C)=O)F